6-Amino-8-bromo-1-(methoxy-d3)-2-naphthonitrile NC=1C=C2C=CC(=C(C2=C(C1)Br)OC([2H])([2H])[2H])C#N